5-[(4R,10bS)-8-bromo-9-fluoro-4-methyl-3,4,6,10b-tetrahydro-1H-pyrazino[2,1-a]isoindol-2-yl]quinoline-8-carbonitrile BrC=1C=C2CN3[C@@H](C2=CC1F)CN(C[C@H]3C)C3=C1C=CC=NC1=C(C=C3)C#N